5-ethylsulfonyl-6-(6-pentafluoroethyl-3-methyl-3H-imidazo[4,5-c]pyridazin-2-yl)nicotinic acid C(C)S(=O)(=O)C=1C(=NC=C(C(=O)O)C1)N1NC=2C(=CC1C)N=C(N2)C(C(F)(F)F)(F)F